Dichloro-N-ethoxynicotinamide ClC1=NC(=C(C(=O)NOCC)C=C1)Cl